C(N)(OC(C1=C(C=CC=C1C(F)(F)F)F)C(C)(C)C)=O (tert-butyl 2-fluoro-6-(trifluoromethyl) benzyl) carbamate